(E)-3-(3-bromophenyl)-1-phenylprop-2-en-1-one BrC=1C=C(C=CC1)/C=C/C(=O)C1=CC=CC=C1